C1=CC(=CC=2OC3=C(C21)C=CC=C3)[C@]3(C(N(CC3)CC3=C(C=C(C=C3C)C)C)=O)C (S)-3-(Dibenzo[b,d]furan-3-yl)-3-methyl-1-(2,4,6-trimethylbenzyl)pyrrolidin-2-one